NC1=NC=NC=2C3=C(CC(C12)(C)C)C(=CC=C3)N(CCC#N)C 3-[(4-amino-5,5-dimethyl-6H-benzo[H]quinazolin-7-yl)-methyl-amino]propionitrile